S-(4-cyano-2-methoxyphenyl) ethanethioate C(C)(SC1=C(C=C(C=C1)C#N)OC)=O